NC/C(/COC1=CC=C(C=C1)S(=O)(=O)CC12CCC(CC1)(CC2)C(=O)NC2CCC2)=C\F (E)-4-(((4-((2-(aminomethyl)-3-fluoroallyl)oxy)phenyl)sulfonyl)methyl)-N-cyclobutylbicyclo[2.2.2]octane-1-carboxamide